[Si](C1=CC=CC=C1)(C1=CC=CC=C1)(C(C)(C)C)OC(C(=O)OCCCCCCOCC1=CC=CC=C1)CC(=O)OCCCCCCOCC1=CC=CC=C1 Bis(6-(benzyloxy)hexyl) 2-((tert-butyldiphenylsilyl)oxy)succinate